(R)-3-(4-fluoro-phenyl)-N-[2-hydroxy-1-(7-methoxy-naphthalen-2-yl)-ethyl]-acrylamide FC1=CC=C(C=C1)C=CC(=O)N[C@@H](CO)C1=CC2=CC(=CC=C2C=C1)OC